[Br-].[Br-].CC1(C(=C(C(=C1CCC)C)C)C)[Zr+2]C1C=CC2=C(C=CC(=C12)C)C (1,2,3,4-tetramethyl-5-n-propylcyclopentadienyl)(4,7-dimethylindenyl)zirconium dibromide